COC=1SC(=C(N1)OC1CC2(C1)CC(C2)NC(=O)C=2C=NN1C2C=CC(=C1)OCC(F)F)C(=O)N 2-methoxy-4-{[(4s)-6-[6-(2,2-difluoroethoxy)pyrazolo[1,5-a]pyridine-3-amido]spiro[3.3]heptan-2-yl]oxy}-1,3-thiazole-5-carboxamide